C(C)(C)N(C(OC(C=1N(C(=C(N1)I)C)COCC[Si](C)(C)C)C1=CC(=C(C=C1)Cl)F)=O)C(C)C (4-chloro-3-fluorophenyl)(4-iodo-5-methyl-1-((2-(trimethylsilyl)ethoxy)methyl)-1H-imidazol-2-yl)methyl diisopropylcarbamate